[O-2].[Mn+2] mono-manganese oxide